methyl (E)-3-hexenoate C(C\C=C\CC)(=O)OC